Benzodioxole-4-carboxylic acid O1COC2=C1C=CC=C2C(=O)O